4-bromo-2-chloro-6-fluorobenzoic acid BrC1=CC(=C(C(=O)O)C(=C1)F)Cl